N-(3-chloro-6-(5-fluoro-4-methylpyridin-3-yl)imidazo[1,2-a]pyridin-2-yl)-2-fluorocyclopropane-1-carboxamide ClC1=C(N=C2N1C=C(C=C2)C=2C=NC=C(C2C)F)NC(=O)C2C(C2)F